2-cyclopropyl-6-(4-(6-methoxy-1'-methyl-6'-oxo-1',6'-dihydro-[3,4'-bipyridin]-3'-yl)-1H-pyrazol-1-yl)benzonitrile C1(CC1)C1=C(C#N)C(=CC=C1)N1N=CC(=C1)C1=CN(C(C=C1C=1C=NC(=CC1)OC)=O)C